1-(3,3-Difluoroazetidin-1-yl)-2-[6-[6-(trifluoromethyl)-2-pyridyl]pyrazolo[4,3-b]pyridin-1-yl]ethanone FC1(CN(C1)C(CN1N=CC2=NC=C(C=C21)C2=NC(=CC=C2)C(F)(F)F)=O)F